4-Methylpyrazole-3-carboxylic acid ethyl ester C(C)OC(=O)C1=NNC=C1C